(3S)-2-(2,2-diphenylacetyl)-5-(phenoxyamino)-2-azabicyclo[2.2.2]octane-3-carboxylic acid C1(=CC=CC=C1)C(C(=O)N1C2CC(C([C@H]1C(=O)O)CC2)NOC2=CC=CC=C2)C2=CC=CC=C2